O1CCCC12CCN(CC2)C2=NC=C(C=C2C(=O)NC2=CC(=CC=C2)S(N)(=O)=O)C(F)(F)F 2-(1-oxa-8-azaspiro[4.5]decan-8-yl)-N-(3-sulfamoyl-phenyl)-5-(trifluoro-methyl)pyridine-3-carboxamide